2-(ethylsulfanyl)-3-(3-methyl-6-(trifluoromethyl)-3H-imidazo[4,5-b]pyridin-2-yl)pyrazolo[1,5-a]pyrimidin-7(4H)-one C(C)SC1=NN2C(NC=CC2=O)=C1C1=NC=2C(=NC=C(C2)C(F)(F)F)N1C